1-{[1-(4-chloro-3-fluorophenyl)-3-methyl-1H-1,2,4-triazol-5-yl]methyl}-3-{[1-(quinazolin-6-yl)-1H-1,2,4-triazol-5-yl]methyl}urea ClC1=C(C=C(C=C1)N1N=C(N=C1CNC(=O)NCC1=NC=NN1C=1C=C2C=NC=NC2=CC1)C)F